OC(=O)C(F)(F)F.C1(CCCCC1)N1C=NC(=C1)CN(C(=O)[C@@H]1NCC1)C1=CC=CC=C1 (R)-N-((1-cyclohexyl-1H-imidazol-4-yl)methyl)-N-phenylazetidine-2-carboxamide TFA salt